C1(=CC=CC=C1)[C@H]1CC[C@H](CC1)OCC1=NC=CC=C1C1=CC=NN1C1OCCCC1 2-((((CIS)-4-phenylcyclohexyl)oxy)methyl)-3-(1-(tetrahydro-2H-pyran-2-yl)-1H-pyrazol-5-yl)pyridine